CC(=C)C(C(CCC)=NO)(C)C 2,3,3-trimethylhept-1-en-4-one oxime